ClC=1C=C(C=CC1)C=1N=C(SC1)[NH-] N-[4-(3-chlorophenyl)thiazol-2-yl]amide